C1(CC1)S(=O)(=O)NC=1C=C(C=CC1)\C=C(/C)\[C@@H](C=O)[C@H](\C=C\[C@@H]([C@H](CC[C@H](CC=O)O)C)OC(=O)N1CCN(CC1)C)C 4-methylpiperazine-1-carboxylic acid [(2s,3s,4E,6r,7s,10r)-2-[(E)-1-[3-(cyclopropylsulfonylamino) phenyl] prop-1-en-2-yl]-10-hydroxy-3,7-dimethyl-12-oxo-1-oxododec-4-en-6-yl] ester